quinoline-carbaldehyde palladium [Pd].N1=C(C=CC2=CC=CC=C12)C=O